CC1=C(C=C(C=C1)C)S(=O)(=O)[O-] 2,5-dimethylbenzenesulfonate